C1(=CC=CC=C1)S(=O)(=O)OC1=C(OC(C1=O)([2H])C1=CC=C(C=C1)Cl)N 2-amino-5-(4-chlorophenyl)-4-oxo-4,5-dihydrofuran-3-yl-5-d benzenesulfonate